(3-(tert-butoxy)-1-hydrazineyl-1-oxopropan-2-yl)carbamate C(C)(C)(C)OCC(C(=O)NN)NC([O-])=O